N1=C(C=CC=C1)C1=CC(=C2C=CC3=C(C=C(C4=CC=C1C2=C34)C3=NC=CC=C3)C3=NC=CC=C3)C3=NC=CC=C3 1,3,6,8-tetra(2-pyridyl)pyrene